CS(=O)(=O)CCNC(=O)C1=CC2=C(N(C(=N2)NC=2SC3=C(N2)C=CC(=C3)OC(F)(F)F)C)C=C1 1-Methyl-2-(6-trifluoromethoxy-benzothiazol-2-ylamino)-1H-benzoimidazole-5-carboxylic acid (2-methylsulfonyl-ethyl)-amide